CC1=C(COC2C3(CCC(C2)(O3)C(C)C)C)C=CC=C1 (±)-2-exo-(2-methylbenzyloxy)-1-methyl-4-isopropyl-7-oxabicyclo[2.2.1]heptane